C(C)O[Si](CCCN1N=C(N=C1N)CCCCCCC1=NN(C(=N1)N)CCC[Si](OCC)(OCC)OCC)(OCC)OCC 3,3'-hexamethylenebis{1-[3-(triethoxysilyl)propyl]-5-amino-1,2,4-triazole}